acetyl tributylcitrate C(CCC)C(C(C(C(=O)OC(C)=O)(CCCC)CCCC)(O)C(=O)[O-])C(=O)[O-]